CC(CCCCCC(=O)O)=CCCCCCC(=O)O 6-methyl-6-dodecene-1,12-dicarboxylic acid